[Br-].C(CCCCCCCCCCCCCCCCC)OC(C[NH3+])COCCCCCCCCCCCCCCCCCC 2,3-bis-octadecyloxypropylammonium bromide